O=C1C(=NN(C2=CC=CC(=C12)SCC(F)(F)F)C1=CC=C(C=C1)OC(F)(F)F)C(=O)O 4-oxo-5-(2,2,2-trifluoroethylsulfanyl)-1-[4-(trifluoromethoxy)phenyl]cinnoline-3-carboxylic acid